C12N(CCNC2C1)C1=NC(=NC2=C(C(=C(C=C12)Cl)C1=CC=C(C2=C1N=C(S2)N)F)F)OC[C@]21CCCN1C[C@@H](C2)F 4-(4-(2,5-diazabicyclo[4.1.0]heptan-2-yl)-6-chloro-8-fluoro-2-(((2R,7aS)-2-fluorotetrahydro-1H-pyrrolizin-7a(5H)-yl)methoxy)quinazolin-7-yl)-7-fluorobenzo[d]thiazol-2-amine